(1S,2R)-N-(4-chlorobenzyl)-N-((3R,6s)-1,1-difluorospiro[2.5]octan-6-yl)-2-((R)-4-methylphenylsulfonimidoyl)cyclopentane-1-carboxamide ClC1=CC=C(CN(C(=O)[C@H]2[C@@H](CCC2)[S@](=O)(=N)C2=CC=C(C=C2)C)C2CCC3(CC3(F)F)CC2)C=C1